OC=1C=C2CCC([C@@H](C2=CC1)C1=CC=C(C=C1)N1CCC(CC1)CN1CCN(CC1)C=1C=C2CN(C(C2=CC1)=O)C1C(NC(CC1)=O)=O)(C)C 3-(5-(4-((1-(4-((R)-6-Hydroxy-2,2-dimethyl-1,2,3,4-tetrahydronaphthalen-1-yl)phenyl)piperidin-4-yl)methyl)piperazin-1-yl)-1-oxoisoindolin-2-yl)piperidine-2,6-dione